4-amino-N-(4-(5-methylbenzo[d]oxazol-2-ylamino)phenyl)butanamide NCCCC(=O)NC1=CC=C(C=C1)NC=1OC2=C(N1)C=C(C=C2)C